4-(N-(3-(tert-butyl)-5-cyclopropylbenzyl)-2-(N-(2-chloro-4-fluorobenzyl)-(2,3,4,5,6-pentafluorophenyl)sulfonamido)acetamido)-3-ethoxybenzoic acid C(C)(C)(C)C=1C=C(CN(C(CN(S(=O)(=O)C2=C(C(=C(C(=C2F)F)F)F)F)CC2=C(C=C(C=C2)F)Cl)=O)C2=C(C=C(C(=O)O)C=C2)OCC)C=C(C1)C1CC1